OC1=C(C=C(CN2CCC(CC2)C=2C=C3CN(C(C3=CC2)=O)C2C(NC(CC2)=O)=O)C=C1)CN1CCN(CC1)C 3-(5-(1-(4-hydroxy-3-((4-methyl-piperazin-1-yl)methyl)benzyl)piperidin-4-yl)-1-oxoisoindolin-2-yl)piperidine-2,6-dione